1-propynyl-1H-benzotriazole C(#CC)N1N=NC2=C1C=CC=C2